3-[[6-[2-cyano-3-[[ethyl(methyl)sulfamoyl]amino]-6-fluoro-phenoxy]-4-oxo-quinazolin-3-yl]methyl]-1-oxa-8-azaspiro[4.5]decane C(#N)C1=C(OC=2C=C3C(N(C=NC3=CC2)CC2COC3(C2)CCNCC3)=O)C(=CC=C1NS(N(C)CC)(=O)=O)F